FC(OC1=CC=CC=2C(N([C@H]3C=4N([C@@H](C21)C3)C3=C(N4)C=CC(=C3)C#CCC(F)(F)F)C([2H])([2H])[2H])=O)F (7R,14R)-1-(difluoromethoxy)-6-(methyl-d3)-11-(4,4,4-trifluorobut-1-yn-1-yl)-6,7-dihydro-7,14-methanobenzo[f]benzo[4,5]imidazo[1,2-a][1,4]diazocin-5(14H)-one